5-[5-(Difluoromethyl)-2-[(1-methylsulfonylpiperidin-4-yl)amino]pyrimidin-4-yl]-N,N-dimethyl-1,3-thiazol-2-amine FC(C=1C(=NC(=NC1)NC1CCN(CC1)S(=O)(=O)C)C1=CN=C(S1)N(C)C)F